tert-butyl 4-(5-(benzyloxy)-6-fluoro-2-methylbenzofuran-3-carboxamido)-3,3-difluoropyrrolidine-1-carboxylate C(C1=CC=CC=C1)OC=1C(=CC2=C(C(=C(O2)C)C(=O)NC2C(CN(C2)C(=O)OC(C)(C)C)(F)F)C1)F